C(=CC)[Si](OCC)(OCC)C propenyl-methyldiethoxysilane